octane-1,8-dicarboxylic acid di(4-aminophenyl) ester NC1=CC=C(C=C1)OC(=O)CCCCCCCCC(=O)OC1=CC=C(C=C1)N